2-[(2R)-3-(3,4-dihydro-1H-isoquinolin-2-yl)-2-hydroxy-propyl]-6-(4-methoxy-1-piperidinyl)-3,4-dihydroisoquinolin-1-one C1N(CCC2=CC=CC=C12)C[C@H](CN1C(C2=CC=C(C=C2CC1)N1CCC(CC1)OC)=O)O